NC=1C(=CC(=C(C1)C=1N=C(SC1)C(=O)N1CCN(CC1)C)F)N1C[C@@H](N([C@@H](C1)C)C)C (4-(5-amino-2-fluoro-4-((3S,5R)-3,4,5-trimethylpiperazin-1-yl)phenyl)thiazol-2-yl)(4-methylpiperazin-1-yl)methanone